COC(C1=NC=C(C=C1)NC1=C(C=CC=C1)N)=O 5-((2-aminophenyl)amino)picolinic acid methyl ester